N-(7-((2R,3R,4S,5S)-3,4-dihydroxy-5-(iodomethyl)tetrahydrofuran-2-yl)-7H-pyrrolo[2,3-d]pyrimidin-4-yl)benzamide O[C@H]1[C@@H](O[C@@H]([C@H]1O)CI)N1C=CC2=C1N=CN=C2NC(C2=CC=CC=C2)=O